ethyl (1R,5S,6S,7S)-7-((2-(5-fluoro-1-tosyl-1H-pyrrolo[2,3-b]pyridin-3-yl)-7-(trifluoromethyl)pyrrolo[2,1-f][1,2,4]triazin-4-yl)amino)tricyclo[3.2.2.02,4]nonane-6-carboxylate FC=1C=C2C(=NC1)N(C=C2C2=NN1C(C(=N2)N[C@@H]2[C@H]([C@@H]3C4CC4[C@H]2CC3)C(=O)OCC)=CC=C1C(F)(F)F)S(=O)(=O)C1=CC=C(C)C=C1